C(C)(C)(C)N1CCN(CC1)CC=1C=CC=2C3=C(N(C(C2C1)=O)[C@@H]1CC[C@H](CC1)O)N=C(N=C3)N[C@@H](C)CCC trans-8-((4-(tert-Butyl)piperazin-1-yl)methyl)-5-(4-hydroxycyclohexyl)-3-(((S)-pentan-2-yl)amino)pyrimido[4,5-c]isoquinolin-6(5H)-one